ClC1=C(C(=CC=C1)F)C(C1CC1)NC=1C(=NC(=NC1)C(=O)N[C@H](C)\C=C\S(=O)(=O)C)C 5-(((2-chloro-6-fluorophenyl)(cyclopropyl)methyl)amino)-4-methyl-N-((R,E)-4-(methylsulfonyl)but-3-en-2-yl)pyrimidine-2-carboxamide